OCC(C)(C)NC(=NC(C)C)NC(C)C 1-(2-hydroxy-1,1-dimethyl-ethyl)-2,3-diisopropylguanidine